1-(tert-butyl) 2-methyl (R)-4-oxopiperidine-1,2-dicarboxylate O=C1C[C@@H](N(CC1)C(=O)OC(C)(C)C)C(=O)OC